[NH4+].NC1=CC=C(C=C1)C p-toluidine ammonium salt